tert-Butyl (5-(3-(3-bromophenyl)ureido)-6-methylpyridin-2-yl)carbamate BrC=1C=C(C=CC1)NC(NC=1C=CC(=NC1C)NC(OC(C)(C)C)=O)=O